diphenyl-N,N'-bis-[4-(phenyl-m-tolyl-amino)phenyl]-biphenyl-4,4'-diamine C1(=CC=CC=C1)C=1C(=C(C=CC1NC1=CC=C(C=C1)N(C=1C=C(C=CC1)C)C1=CC=CC=C1)C1=CC=C(C=C1)NC1=CC=C(C=C1)N(C=1C=C(C=CC1)C)C1=CC=CC=C1)C1=CC=CC=C1